F[C@H]1[C@](CC2(OCCO2)CC1)(C)CN |r| rac-((7S,8R)-8-fluoro-7-methyl-1,4-dioxaspiro[4.5]decan-7-yl)methanamine